CC(C)(C1CC[NH2+]CC1)CS(=O)(=O)Cl (1-methyl-1-piperidin-1-ium-4-yl-ethyl)methanesulfonyl chloride